C12CNCCC2(C1)C1=CC=CC(=N1)OCC1=C(C#N)C=CC=C1F ((6-(3-azabicyclo[4.1.0]heptan-6-yl)pyridin-2-yl)oxylmethyl)-3-fluorobenzonitrile